BrC1=C(C=C(OCC2CC3(C2)CCN(CC3)CC(=O)NC3=CC=C2C(=NN(C2=C3OC)C)C3C(NC(CC3)=O)=O)C=C1)C(F)(F)F 2-[2-[[4-bromo-3-(trifluoromethyl)phenoxy]methyl]-7-azaspiro[3.5]nonan-7-yl]-N-[3-(2,6-dioxo-3-piperidyl)-7-methoxy-1-methyl-indazol-6-yl]acetamide